N-(2-Fluoro-2-methylpropyl)-5-(quinolin-6-yl)-7H-pyrrolo[2,3-d]pyrimidin-2-amine FC(CNC=1N=CC2=C(N1)NC=C2C=2C=C1C=CC=NC1=CC2)(C)C